FC1=CC=C(C=C1)S(=O)(=O)NC1CCN(CC1)C(=O)N1C[C@H](CC1)C1=NC=NN1 4-Fluoro-N-[1-[(3S)-3-(1H-1,2,4-triazol-5-yl)pyrrolidine-1-carbonyl]-4-piperidyl]benzenesulfonamide